6-chloro-7-fluoro-3-(1H-pyrazol-4-yl)-2-(3-(trifluoromethyl)-1H-1,2,4-triazol-5-yl)-1H-indole-5-carbonitrile ClC1=C(C=C2C(=C(NC2=C1F)C1=NC(=NN1)C(F)(F)F)C=1C=NNC1)C#N